4-phenyl-2-(2-(1-piperazinyl)ethyl)-2,4-dihydro-[1,2,4]triazol-3-one C1(=CC=CC=C1)N1C(N(N=C1)CCN1CCNCC1)=O